tetrazolo[1,5-a]pyridin-7-amine N=1N=NN2C1C=C(C=C2)N